C[C@H]1[C@H]2CC[C@H]3[C@]([C@@H]2CC=C1C=C)(CC[C@H](C3(C)C)O)C The molecule is a diterpenoid that is ent-cassa-12,15-diene in which the hydrogen at position 3beta has been replaced by a hydroxy group. It is a diterpenoid and a secondary alcohol. It derives from a hydride of an ent-cassa-12,15-diene.